BrC1=CC=C2C=CC(=CC2=C1)OCC(=O)NC1CCCCC1 2-((7-Bromonaphthalen-2-yl)oxy)-N-cyclohexylacetamide